tert-Butyl N-[5-[[2-[(2R,5S)-2-[4-(difluoromethyl)phenyl]-5-methyl-1-piperidyl]-2-oxo-acetyl]amino]-3-methyl-2-pyridyl]carbamate FC(C1=CC=C(C=C1)[C@@H]1N(C[C@H](CC1)C)C(C(=O)NC=1C=C(C(=NC1)NC(OC(C)(C)C)=O)C)=O)F